C(C)N(C(=O)[C@@H]1CN([C@@H]2CC=3C4=C(C2=C1)C=CC=C4NC3)C([2H])([2H])C3=CC(=CC=C3)OC)CC (6aR,9S)-N,N-diethyl-7-((3-methoxyphenyl)methyl-d2)-4,6,6a,7,8,9-hexahydroindolo[4,3-fg]quinoline-9-carboxamide